CN(C1CCC(CC1)NC=1N=CC2=C(N1)C1(C(N(C2)C2=CC(=C(C=C2)NS(=O)(=O)CC2=CC=C(C=C2)F)F)=O)CCCCC1)C N-(4-(2'-(((1r,4r)-4-(dimethylamino)cyclohexyl)amino)-7'-oxo-5'H-spiro[cyclohexane-1,8'-pyrido[4,3-d]pyrimidin]-6'(7'H)-yl)-2-fluorophenyl)-1-(4-fluorophenyl)methanesulfonamide